FC(S(=O)(=O)OC1=C(CCN(C1)C(=O)OCC)C(=O)[O-])(F)F ethyl 5-(trifluoromethylsulfonyloxy)-3,6-dihydro-2H-pyridine-1,4-dicarboxylate